(2S,4R)-1-(2-(3-acetyl-5-(2-methylpyrimidin-5-yl)-1H-indazol-1-yl)acetyl)-N-(6-bromo-5-methylpyridin-2-yl)-4-fluoropyrrolidine-2-carboxamide C(C)(=O)C1=NN(C2=CC=C(C=C12)C=1C=NC(=NC1)C)CC(=O)N1[C@@H](C[C@H](C1)F)C(=O)NC1=NC(=C(C=C1)C)Br